5-chloropyridin-3-yl 3-azido-3-deoxy-1-thio-α-D-galactopyranoside N(=[N+]=[N-])[C@@H]1[C@H]([C@@H](SC=2C=NC=C(C2)Cl)O[C@@H]([C@@H]1O)CO)O